6-Chloro-3H-oxazolo[4,5-B]pyridine-2-thione ClC=1C=C2C(=NC1)NC(O2)=S